N12CCCC(CC1)(C2)C(=O)O 1-azabicyclo[3.2.1]octane-5-carboxylic acid